C(C)(C)(C)OC(=O)N1CCN(CC1)C1=C(C(=NC2=C(C=CC=C12)OC1=C(C(=CC=C1OC)Cl)F)O[C@@H]1CN(C[C@H]1OC)C)C#N 4-(8-(3-chloro-2-fluoro-6-methoxyphenoxy)-3-cyano-2-(((3R,4R)-4-methoxy-1-methylpyrrolidin-3-yl)oxy)quinolin-4-yl)piperazine-1-carboxylic acid tert-butyl ester